Trioctylbenzylphosphonium C(CCCCCCC)[P+](CC1=CC=CC=C1)(CCCCCCCC)CCCCCCCC